ClC1=C(C(=CC=C1)Cl)SCC(=O)C1=CC=C(C=C1)C1=NOC(=N1)C(F)(F)F 2-((2,6-dichlorophenyl)thio)-1-(4-(5-(trifluoromethyl)-1,2,4-oxadiazol-3-yl)phenyl)ethan-1-one